(S)-2-(1-(3-chlorophenyl)-1H-pyrazol-4-yl)-N-(3-((1S,2R)-2-fluorocyclopropyl)-1H-pyrazol-5-yl)propanamide ClC=1C=C(C=CC1)N1N=CC(=C1)[C@@H](C(=O)NC1=CC(=NN1)[C@H]1[C@@H](C1)F)C